5H-imidazo[1,2-a]Pyrimidin-5-one N1=CCN2C1=NC=CC2=O